COC=C(C)C(F)(F)F Methoxy-2-trifluoromethyl-1-propene